LITHIUM (3-FLUORO-6-METHYLPYRIDIN-2-YL)TRIHYDROXYBORATE FC=1C(=NC(=CC1)C)[B-](O)(O)O.[Li+]